N1C=NCC1 2-Imidazoline